CC1=C(C=CC(=C1)B1OC(C(O1)(C)C)(C)C)N1C(CCC1)=O 1-[2-methyl-4-(4,4,5,5-tetramethyl-1,3,2-dioxaborolan-2-yl)phenyl]pyrrolidin-2-one